(2'S,7R)-2-(difluoromethyl)-3-(methoxymethyl)-2'-methyl-spiro[4,5-dihydrothieno[2,3-c]pyran-7,4'-piperidine] FC(C1=C(C2=C(S1)[C@@]1(C[C@@H](NCC1)C)OCC2)COC)F